6-(triphenylsilyl)dibenzo[b,d]Thiophene-1-amine C1(=CC=CC=C1)[Si](C1=CC=CC=2C3=C(SC21)C=CC=C3N)(C3=CC=CC=C3)C3=CC=CC=C3